1-bromo-8-chloro-3-(5-difluoromethyl-1,3,4-thiadiazol-2-yl)-N-(1-(fluoromethyl)cyclopropyl)imidazo[1,5-a]pyridine-6-sulfonamide BrC=1N=C(N2C1C(=CC(=C2)S(=O)(=O)NC2(CC2)CF)Cl)C=2SC(=NN2)C(F)F